C=1N=CN2C1C1=CC=CC=C1[C@@H]2C2[C@](CC2)(O)C (S)-2-((S)-5H-imidazo[5,1-a]isoindol-5-yl)-1-methylcyclobutan-1-ol